COC1=CC(=CC2=C1OCO2)CCC(=O)N 3-(7-methoxybenzo[d][1,3]dioxol-5-yl)propionamide